phenyl-2-bromophenylsulfonate C1(=CC=CC=C1)C=1C(=C(C=CC1)S(=O)(=O)[O-])Br